FC1=C(C#N)C=C(C=C1)OC=1C(=C2C=CN(C2=CC1F)S(=O)(=O)C1=CC=C(C)C=C1)SC 2-fluoro-5-((6-fluoro-4-(methylsulfanyl)-1-tosyl-1H-indol-5-yl)oxy)benzonitrile